1-(S-methylsulfonimidoyl)-4-nitro-2-vinylbenzene CS(=O)(=N)C1=C(C=C(C=C1)[N+](=O)[O-])C=C